CC1=NC=C(C=N1)[C@H](CC(=O)O)N1N=CC2=CC(=CC=C12)OCCC1=NC=2NCCCC2C=C1 (S)-3-(2-methylpyrimidin-5-yl)-3-(5-(2-(5,6,7,8-tetrahydro-1,8-naphthyridin-2-yl)ethoxy)-1H-indazol-1-yl)propanoic acid